FC=1C=CC=C(C1)CCC(=O)O 5-fluorobenzenepropanoic acid